O=C(C(=O)O)CCC(=O)O keto-glutaric acid